tert-butyl (2-(((S)-4-((tert-butoxycarbonyl)amino)pentyl)oxy)pyridin-4-yl)(1-(tert-butyl)-3-((1S,3R)-3-((tert-butyldimethylsilyl)oxy)cyclopentyl)-1H-pyrazol-5-yl)carbamate C(C)(C)(C)OC(=O)N[C@H](CCCOC1=NC=CC(=C1)N(C(OC(C)(C)C)=O)C1=CC(=NN1C(C)(C)C)[C@@H]1C[C@@H](CC1)O[Si](C)(C)C(C)(C)C)C